(E)-3-(1-(3,5-bis(trifluoromethyl)benzyl)-1H-indol-3-yl)-2-(morpholine-4-carbonyl)acrylonitrile FC(C=1C=C(CN2C=C(C3=CC=CC=C23)/C=C(\C#N)/C(=O)N2CCOCC2)C=C(C1)C(F)(F)F)(F)F